β-Homotryptophan N[C@@H](CC1=CNC2=CC=CC=C12)CC(=O)O